1-(3-((2-((3-methyl-1-(3-(pyrrolidin-1-yl)propyl)-1H-pyrazol-4-yl)amino)-5-(trifluoromethyl)pyrimidin-4-yl)amino)propyl)azepan-2-one CC1=NN(C=C1NC1=NC=C(C(=N1)NCCCN1C(CCCCC1)=O)C(F)(F)F)CCCN1CCCC1